ClC1=CC=C(C=C1)C=1C=C(C(N(N1)C1=CC(=NN1)C)=O)C(=O)OC Methyl 6-(4-chlorophenyl)-2-(3-methyl-1H-pyrazol-5-yl)-3-oxo-2,3-dihydropyridazine-4-carboxylate